2-Ethynyl-N-(3-(2-hydroxyethoxy)-5-methoxyphenyl)-N-(2-oxo-1-(2,2,2-trifluoroethyl)pyrrolidin-3-yl)thiazole-4-carboxamide C(#C)C=1SC=C(N1)C(=O)N(C1C(N(CC1)CC(F)(F)F)=O)C1=CC(=CC(=C1)OC)OCCO